(2s,4s)-N2-(3-chloro-4-fluorophenyl)-N2-methyl-N4-(1-methyl-1H-pyrazol-3-yl)-1-[6-methyl-4-(trifluoromethyl)pyridin-2-yl]Pyrrolidine-2,4-dicarboxamide ClC=1C=C(C=CC1F)N(C(=O)[C@H]1N(C[C@H](C1)C(=O)NC1=NN(C=C1)C)C1=NC(=CC(=C1)C(F)(F)F)C)C